3,3-bis(4-hydroxy-3,5-diphenylphenyl)-1-phenyl-1H-indol-2-one OC1=C(C=C(C=C1C1=CC=CC=C1)C1(C(N(C2=CC=CC=C12)C1=CC=CC=C1)=O)C1=CC(=C(C(=C1)C1=CC=CC=C1)O)C1=CC=CC=C1)C1=CC=CC=C1